3-(1'-((5-fluorobenzofuran-7-yl)methyl)-6-oxo-6,8-dihydro-2H,7H-spiro[furo[2,3-e]isoindole-3,4'-piperidin]-7-yl)piperidine-2,6-dione FC=1C=C(C2=C(C=CO2)C1)CN1CCC2(CC1)COC1=C3CN(C(C3=CC=C12)=O)C1C(NC(CC1)=O)=O